Methyl 3α,7α,12α-trimethoxymethyloxy-6α-ethyl-5β-cholan-24-oate COCO[C@H]1C[C@H]2[C@H]([C@H]([C@H]3[C@@H]4CC[C@H]([C@@H](CCC(=O)OC)C)[C@]4([C@H](C[C@@H]3[C@]2(CC1)C)OCOC)C)OCOC)CC